ClC=1C(=NC(=NC1)NC1=C(C=C(C=C1)N1CCN(CC1)C(CCC1=C2CN(C(C2=CC=C1)=O)C1C(NC(CC1)=O)=O)=O)OC)NC1=C(C=CC=C1)P(=O)(C)C 3-(4-(3-(4-(4-((5-chloro-4-((2-(dimethylphosphoryl)phenyl)amino)pyrimidin-2-yl)amino)-3-methoxyphenyl)piperazin-1-yl)-3-oxopropyl)-1-oxoisoindolin-2-yl)piperidine-2,6-dione